(1H-1,2,4-triazol-5-yl)benzaldehyde N1N=CN=C1C1=C(C=O)C=CC=C1